2-Hexyl-3-Phenyl-Propenal diethyl-(trans)-cyclopropane-1,2-dicarboxylate C(C)OC(=O)[C@H]1[C@@H](C1)C(=O)OCC.C(CCCCC)C(C=O)=CC1=CC=CC=C1